(S)-5-(2-aminoethyl)pyrrolidin-2-one hydrochloride Cl.NCC[C@@H]1CCC(N1)=O